naphthalenedisulfonate hemihydrate O.C=1(C(=CC=C2C=CC=CC12)S(=O)(=O)O)S(=O)(=O)O.C=1(C(=CC=C2C=CC=CC12)S(=O)(=O)O)S(=O)(=O)O